tert-butyl 4-cyano-4-(1-(3,5-difluorophenyl)ethyl)piperidine-1-carboxylate C(#N)C1(CCN(CC1)C(=O)OC(C)(C)C)C(C)C1=CC(=CC(=C1)F)F